3-((6-bromo-4-iodo-1-oxoisoquinolin-2(1H)-yl)methyl)benzoic acid BrC=1C=C2C(=CN(C(C2=CC1)=O)CC=1C=C(C(=O)O)C=CC1)I